C(CCC)C1=CC=C(C=C)C=C1 p-butyl-styrene